FC(C=1C=NC(=NC1)OCC=O)(F)F 2-((5-(trifluoromethyl)pyrimidin-2-yl)oxy)ethan-1-one